ClC1=CC(=NC2=C3N=C(C=CC3=CC=C12)C)CC 4-chloro-2-ethyl-9-methyl-1,10-phenanthroline